4-{[(1R,2S)-2-(methoxymethyl)cyclopentyl]amino}-2-[(6-methoxy-2-methyl-1,2,3,4-tetrahydroisoquinolin-7-yl)amino]pyrimidine-5-carboxamide COC[C@@H]1[C@@H](CCC1)NC1=NC(=NC=C1C(=O)N)NC1=C(C=C2CCN(CC2=C1)C)OC